NC1(C(=O)N)CN=CC=C1 3-aminonicotinamide